C1(CC1)C1=NOC(C2=C1C=C(C=C2)NC2=NC=C(C(=N2)N[C@H](CO)C2=CC=CC=C2)C=2OC=NN2)=O (S)-4-cyclopropyl-6-(4-(2-hydroxy-1-phenylethylamino)-5-(1,3,4-oxadiazol-2-yl)pyrimidin-2-ylamino)-1H-benzo[d][1,2]oxazin-1-one